FC(COP1=NP=NP=N1)(F)F 2-trifluoroethoxycyclotriphosphazene